BrCC1CCOCC1 4-(Bromomethyl)-tetrahydro-2H-pyran